5-Amino-1-isopropyl-3-[4-(1-[[3-(1-methylcyclopropyl)-1,2-oxazol-5-yl]carbamoyl]ethyl)phenyl]pyrazole-4-carboxamide NC1=C(C(=NN1C(C)C)C1=CC=C(C=C1)C(C)C(NC1=CC(=NO1)C1(CC1)C)=O)C(=O)N